glycerol triricinoleate C(CCCCCCC\C=C/C[C@H](O)CCCCCC)(=O)OCC(OC(CCCCCCC\C=C/C[C@H](O)CCCCCC)=O)COC(CCCCCCC\C=C/C[C@H](O)CCCCCC)=O